ClC1=CC2=C(N(C(N2CCN2CCOCC2)=O)C2CCN(CC2)CC2=C(C=CC=C2C)C)C=C1Cl 5,6-dichloro-1-(1-(2,6-dimethylbenzyl)piperidin-4-yl)-3-(2-morpholinoethyl)-1,3-dihydro-2H-benzo[d]imidazol-2-one